C(C)(=O)C=1C=CC=CC1 3-ACETYLBENZENE